ClC1=C(C(=CC(=C1[N+](=O)[O-])Cl)Cl)O 2,4,6-trichloro-3-nitrophenol